C1(CC1)C1=NC=NC(=C1C1=NC=C2C(=N1)N(C([C@@H]1[C@H]2C1)=O)CC1=CC=C(C=C1)C=1N(C=C(N1)C(F)(F)F)C(C)C)OC (6aS,7aR)-3-(4-cyclopropyl-6-methoxypyrimidin-5-yl)-5-(4-(1-isopropyl-4-(trifluoromethyl)-1H-imidazol-2-yl)benzyl)-5,6a,7,7a-tetrahydro-6H-cyclopropa[4,5]pyrido[2,3-d]pyrimidin-6-one